FC(F)=[N-] difluoromethylenamide